4-((4-((4-fluorobenzyl)oxy)quinoline-2-carboxamido)methyl)benzoic acid FC1=CC=C(COC2=CC(=NC3=CC=CC=C23)C(=O)NCC2=CC=C(C(=O)O)C=C2)C=C1